nonsulfonylurea C(CCCCCCCC)S(=O)(=O)NC(=O)N